CC=1N=C2N(N=C(C(=C2)C)N2CC=3C=C(C=NC3CC2)C2=C(C=NC=C2)C)C(C1)=O 2,8-dimethyl-7-(3-(3-methylpyridin-4-yl)-7,8-dihydro-1,6-naphthyridin-6(5H)-yl)-4H-pyrimido[1,2-b]pyridazin-4-one